1,5-Dichloro-3-(ethoxymethoxy)-2-iodobenzene ClC1=C(C(=CC(=C1)Cl)OCOCC)I